P(=O)([O-])([O-])[O-].C[C@@]12CC[C@H]3[C@@H](CC[C@H]4[C@H](C(O[C@@H]([C@@]34OO1)O2)NCCCC[N+](C)(C)C)C)C.C[C@@]21CC[C@H]3[C@@H](CC[C@H]4[C@H](C(O[C@@H]([C@@]34OO2)O1)NCCCC[N+](C)(C)C)C)C.C[C@@]12CC[C@H]3[C@@H](CC[C@H]4[C@H](C(O[C@@H]([C@@]34OO1)O2)NCCCC[N+](C)(C)C)C)C (4-{[(1S,4S,5R,8S,9R,12R,13R)-1,5,9-trimethyl-11,14,15,16-tetraoxatetracyclo[10.3.1.04,13.08,13]hexadecan-10-yl]amino}butyl)trimethylammonium phosphate